(S)-1-(1-(3-chlorophenyl)-3-(methylamino)propyl)-N,N-dimethylpiperidin-4-amine ClC=1C=C(C=CC1)[C@H](CCNC)N1CCC(CC1)N(C)C